ClC1=C(C=CC(=C1)C(F)(F)F)NC(=O)C1(CCC1)N1N=CC(=C1)C1=CC=C(C=C1)N1CCC(CC1)CN1CCN(CC1)C(=O)OC(C)(C)C tert-butyl 4-((1-(4-(1-(1-((2-chloro-4-(trifluoromethyl)phenyl)carbamoyl)cyclobutyl)-1H-pyrazol-4-yl)phenyl)piperidin-4-yl)methyl)piperazine-1-carboxylate